(1R,2R)-2-fluoro-N-(6-(3-((6-((R)-1-hydroxypropyl)-4-methylpyridin-3-yl)amino)pyridin-2-yl)pyrimidin-4-yl)cyclopropane-1-carboxamide F[C@H]1[C@H](C1)C(=O)NC1=NC=NC(=C1)C1=NC=CC=C1NC=1C=NC(=CC1C)[C@@H](CC)O